tin tetra-n-butoxide [O-]CCCC.[O-]CCCC.[O-]CCCC.[O-]CCCC.[Sn+4]